1,3-diamino-1-methyl-cyclohexane NC1(CC(CCC1)N)C